((2r,4r)-2,4-dimethylazetidin-1-yl)methanone C[C@H]1N([C@@H](C1)C)C=O